2-(6-Chloro-benzothiazol-2-ylamino)-1-methyl-1H-benzoimidazole-5-carboxylic acid (R)-piperidin-3-ylamide hydrochloride Cl.N1C[C@@H](CCC1)NC(=O)C1=CC2=C(N(C(=N2)NC=2SC3=C(N2)C=CC(=C3)Cl)C)C=C1